N-(3-(5-chloro-1H-indol-3-yl)propyl)-4-((3-(4-methylpiperazin-1-yl)propyl)amino)benzenesulfonamide ClC=1C=C2C(=CNC2=CC1)CCCNS(=O)(=O)C1=CC=C(C=C1)NCCCN1CCN(CC1)C